N1-(4-(4-chlorophenoxy)-3-fluorobenzyl)propane-1,3-diamine ClC1=CC=C(OC2=C(C=C(CNCCCN)C=C2)F)C=C1